butyl-2-hydroxy-phenylpropionate C(CCC)C(C(=O)[O-])(C)C1=C(C=CC=C1)O